Methoxymethyldimethoxysilane COC[SiH](OC)OC